CC1=C(C=CC(=C1)C)S(=O)(=O)C=1N=NN2C1NC(C1=CC=C(C=C21)N2CCNCC2)=O 3-(2,4-dimethylphenyl)sulfonyl-8-piperazin-1-yl-4H-triazolo[1,5-a]quinazolin-5-one